1-((3S,10R,13S)-3-azido-10,13-dimethyl-2,3,4,7,8,9,10,11,12,13,14,15-dodecahydro-1H-cyclopenta[a]phenanthren-17-yl)-4-isopropyl-1H-imidazole N(=[N+]=[N-])[C@H]1CC[C@@]2(C3CC[C@@]4(C(=CCC4C3CC=C2C1)N1C=NC(=C1)C(C)C)C)C